C(C)C1=NN=C(S1)NC(=O)C1=NN2C(C(N(CC2)CC2=NC=CC=C2C)=O)=C1C1CC1 3-cyclopropyl-5-(3-methylpyridin-2-ylmethyl)-4-oxo-4,5,6,7-tetrahydropyrazolo[1,5-a]pyrazine-2-carboxylic acid (5-ethyl[1,3,4]thiadiazol-2-yl)amide